N-((3aR,4R,7S,7aR)-4-(methoxymethyl)-2,2-dimethyltetrahydro-4H-[1,3]dioxolo[4,5-c]pyran-7-yl)-N-methylacetamide COC[C@H]1OC[C@@H]([C@@H]2[C@H]1OC(O2)(C)C)N(C(C)=O)C